(4-aminophenyl)ethan-1-one Benzyl-[(1S,3R,5R)-3-(dimethylcarbamoyl)-5-(methoxymethoxy)cyclohexyl]carbamate C(C1=CC=CC=C1)N(C(O)=O)[C@H]1C[C@H](C[C@H](C1)OCOC)C(N(C)C)=O.NC1=CC=C(C=C1)C(C)=O